BrC1=CC=C(C=C1)S(=O)(=O)CC1=CC=NC=C1 4-(((4-bromophenyl)sulfonyl)methyl)pyridine